C[C@H]1NC2=CC=C3NN=C(C(OC[C@@H](OC4=CC=C(C=C14)F)C)=O)C3=C2 (3R,11S)-3,11-dimethyl-10,13-dioxa-6-fluoro-2,16,17-triazatetracyclo[13.5.2.04,9.018,22]Docosane-1(20),4,6,8,15,18,21-heptaen-14-one